2-((S)-4-(7-(8-ethynyl-7-fluoro-3-hydroxynaphthalene-1-yl)-8-fluoro-2-(((2R,7aS)-2-fluorotetrahydro-1H-pyrrolizin-7a(5H)-yl)methoxy)quinazolin-4-yl)piperazine-2-yl)acetonitrile C(#C)C=1C(=CC=C2C=C(C=C(C12)C1=CC=C2C(=NC(=NC2=C1F)OC[C@]12CCCN2C[C@@H](C1)F)N1C[C@@H](NCC1)CC#N)O)F